C(C)(C)(C)OC(=O)N1C(=CC=2C1=NC(=CC2)Cl)C2=C1CCCC1=CC=C2 6-chloro-2-(2,3-dihydro-1H-inden-4-yl)-1H-pyrrolo[2,3-b]pyridine-1-carboxylic acid tert-butyl ester